C(C)(C)(C)OC(=O)N(C1(CC2=C(C(=CS2)C(=O)O)CC1)C)C 6-[tert-butoxycarbonyl(methyl)amino]-6-methyl-5,7-dihydro-4H-benzothiophene-3-carboxylic acid